COC(=O)[C@@H]1C(=C([C@H]1C1=C(C=CC=C1)C)C1=CC=CC=C1)C1(SCCCS1)CCCCCCCCCC trans-2-(2-decyl-1,3-dithian-2-yl)-3-phenyl-4-(o-tolyl)cyclobut-2-ene-1-carboxylic acid methyl ester